C(CCC)OCCOCCOC(CCCCC(=O)OCCOCCOCCCC)=O adipic acid di(butoxyethoxy ethyl) ester